[C@H]12N(C[C@H](NC1)C2)C(COC=2C=C1C(=C(NC1=CC2)C2=CC(=C(C=C2)OC)OC)C(C)C)=O 1-((1R,4R)-2,5-Diazabicyclo[2.2.1]heptan-2-yl)-2-((2-(3,4-dimethoxyphenyl)-3-isopropyl-1H-indol-5-yl)oxy)ethan-1-on